(S)-3-(2',5'-dimethylbiphenyl-3-yl)-3-(3-(4-hydroxy-1,5-dimethyl-2-oxo-1,2-dihydropyridin-3-yl)ureido)propanoic acid CC1=C(C=C(C=C1)C)C1=CC(=CC=C1)[C@H](CC(=O)O)NC(=O)NC=1C(N(C=C(C1O)C)C)=O